F[C@H]1[C@@]2(CC[C@H](C[C@H]1N(C1=CN=C(N=N1)C1=C(C=C(C=C1)N1C=NC=C1)O)C)N2)C 2-(6-(((1S,2R,3R,5R)-2-fluoro-1-methyl-8-azabicyclo[3.2.1]octan-3-yl)(methyl)amino)-1,2,4-triazin-3-yl)-5-(1H-imidazol-1-yl)phenol